C(C)OCCOC=1C=NC(=NC1)NC1CCC(CC1)OC1=C2C=C(C=NC2=CC(=N1)N1CCOCC1)O 5-(((1s,4s)-4-((5-(2-Ethoxyethoxy)pyrimidin-2-yl)amino)cyclohexyl)oxy)-7-morpholino-1,6-naphthyridin-3-ol